FC(C=1C=NC(=NC1)N1CCC2(CCN(C2)C(=O)OC(C)(C)C)CC1)(F)F tert-butyl 8-(5-(trifluoromethyl) pyrimidin-2-yl)-2,8-diazaspiro[4.5]decane-2-carboxylate